(4-(4-fluoropyridin-2-yl)-1,5-dimethyl-1H-pyrazol-3-yl)methanone FC1=CC(=NC=C1)C=1C(=NN(C1C)C)C=O